FC1=C(C(=CC=C1C(=O)C1=CNC2=NC=C(C=C21)C=2C=NC=CC2)F)NS(=O)(=O)CCC N-(2,6-difluoro-3-(5-(pyridin-3-yl)-1H-pyrrolo-[2,3-b]pyridine-3-carbonyl)-phenyl)propane-1-sulfonamide